ClC1=CC=C(C=C1)C=1C=C(C(N(N1)C=1C=NN(C1)C)=O)C(=O)N[C@H]1[C@@H](CCC1)O 6-(4-Chlorophenyl)-N-[(trans)-2-hydroxycyclopentyl]-2-(1-methyl-1H-pyrazol-4-yl)-3-oxo-2,3-dihydropyridazine-4-carboxamide